C(C1=CC=CC=C1)C1=CC=CC(=N1)C1=NC2=CC=CC=C2C=N1 2-(6-benzylpyridine-2-yl)quinazoline